C(#N)C1=CC(=C(COC2=CC=CC(=N2)N[C@H]2CN(CC2)CC2=NC3=C(N2C[C@H]2OCC2)C=C(C=C3)C(=O)O)C=C1)F 2-(((R)-3-((6-((4-cyano-2-fluorobenzyl)oxy)pyridin-2-yl)amino)pyrrolidin-1-yl)methyl)-1-(((S)-oxetan-2-yl)methyl)-1H-benzo[d]imidazole-6-carboxylic acid